C(CC)C1CC(OC1)=O dihydro-4-propyl-2(3H)-furanone